tert-butyl ((R)-1-(((R)-(3-(2-fluoro-6-((6-fluoro-2-methylpyridin-3-yl)oxy)-3-(trifluoromethyl) benzamido)phenyl)(methyl)(oxo)-λ6-sulfaneylidene)amino)-1-oxopropan-2-yl)carbamate FC1=C(C(=O)NC=2C=C(C=CC2)[S@](=O)(C)=NC([C@@H](C)NC(OC(C)(C)C)=O)=O)C(=CC=C1C(F)(F)F)OC=1C(=NC(=CC1)F)C